FC(C=1C=NC=NC1)(F)F 5-(trifluoromethyl)pyrimidin